The molecule is an acyl-CoA that results from the formal condensation of the thiol group of coenzyme A with the carboxy group of 3-phenylpropanoic acid. It derives from a 3-phenylpropionic acid. It is a conjugate acid of a 3-phenylpropanoyl-CoA(4-). CC(C)(COP(=O)(O)OP(=O)(O)OC[C@@H]1[C@H]([C@H]([C@@H](O1)N2C=NC3=C(N=CN=C32)N)O)OP(=O)(O)O)[C@H](C(=O)NCCC(=O)NCCSC(=O)CCC4=CC=CC=C4)O